CC1=CC=C(S1)[C@H]1N(OCC1)C(=O)C1CCN(CC1)C1=CC(=NC=N1)C(=O)N 6-[4-[(3S)-3-(5-methyl-2-thienyl)isoxazolidine-2-carbonyl]-1-piperidinyl]pyrimidine-4-carboxamide